CS(=O)CC1=CC=C(O1)C(=O)OCC ethyl 5-(methylsulfinylmethyl)furan-2-carboxylate